3-(4-nitro-1H-1,3-benzodiazole-2-yl)phenol [N+](=O)([O-])C1=CC=CC=2NC(=NC21)C=2C=C(C=CC2)O